C(C)(C)(C)OC(CN1CCC1)=O azetidine-1-acetic acid tert-butyl ester